rac-(1R,2R,3S,3aR,8bS)-methyl 6-(4-chlorobutoxy)-1,8b-dihydroxy-8-methoxy-3a-(4-methoxyphenyl)-3-phenyl-2,3,3a,8b-tetrahydro-1H-cyclopenta[b]benzofuran-2-carboxylate ClCCCCOC1=CC2=C([C@]3([C@@](O2)([C@@H]([C@H]([C@H]3O)C(=O)OC)C3=CC=CC=C3)C3=CC=C(C=C3)OC)O)C(=C1)OC |r|